2,7-diphenyl-[1]benzothiophene C1(=CC=CC=C1)C=1SC2=C(C1)C=CC=C2C2=CC=CC=C2